ClC1=CC=C(C=C1)C1=NC(=NC(=N1)C1=CC=2C(C3=CC=CC=C3C2C=C1)(C)C)C1=CC=2C(C3=CC=CC=C3C2C=C1)(C)C 2-(4-chlorophenyl)-4,6-bis(9,9-dimethyl-9H-fluoren-2-yl)-1,3,5-triazine